(R)-(8-fluoro-2-methyl-4-(1-(3-trifluoromethylphenyl)ethylamino)quinazolin-6-yl)dimethylphosphine oxide FC=1C=C(C=C2C(=NC(=NC12)C)N[C@H](C)C1=CC(=CC=C1)C(F)(F)F)P(C)(C)=O